C(#N)\C(=C/C1=C(N(C(=C1)C)C=1SC(=C(C1C(=O)OC)C)C)C)\C1=NC2=C(N1)C=C(C=C2)OC methyl (E)-2-(3-(2-cyano-2-(6-methoxy-1H-benzo[d]imidazol-2-yl)vinyl)-2,5-dimethyl-1H-pyrrol-1-yl)-4,5-dimethylthiophene-3-carboxylate